2,4,9-triphenyl-6-(9-phenyl-9H-carbazol-3-yl)-9H-pyrimido[4,5-b]indole C1(=CC=CC=C1)C=1N=C(C2=C(N(C3=CC=C(C=C23)C=2C=CC=3N(C4=CC=CC=C4C3C2)C2=CC=CC=C2)C2=CC=CC=C2)N1)C1=CC=CC=C1